5-isopropyl-2-diphenylphosphino-terephthalic acid C(C)(C)C=1C(=CC(=C(C(=O)O)C1)P(C1=CC=CC=C1)C1=CC=CC=C1)C(=O)O